ClC=1C(=CC2=C(N=C3N2C(=CC=C3)C3=CC=CC=C3)C1)Cl 7,8-dichloro-1-phenylbenzo[4,5]imidazo[1,2-a]pyridine